CN(C1=CC=C(C(=O)Cl)C=C1)C 4-dimethylaminobenzoyl chloride